tert-butyl 3-(2-methylpyridin-4-yl)-4-oxopiperidine-1-carboxylate CC1=NC=CC(=C1)C1CN(CCC1=O)C(=O)OC(C)(C)C